(2-pyridyl)methanone hydrochloride Cl.N1=C(C=CC=C1)C=O